C(C)(=O)OCCOCCOCCOC Triethylene Glycol Monomethyl Ether Acetate